CC1(OB(OC1(C)C)C1=C(C=CC=C1)NC(OC(C)(C)C)=O)C tert-butyl (2-(4,4,5,5-tetramethyl-1,3,2-dioxaborolan-2-yl)phenyl)carbamate